N-[2-(2-Bromophenyl)ethyl]-2-[1-[(4-methylphenyl)methyl]-5-oxopyrrolidin-2-yl]acetamid BrC1=C(C=CC=C1)CCNC(CC1N(C(CC1)=O)CC1=CC=C(C=C1)C)=O